(9aR,10S)-10-((R)-(2,3-difluorophenyl)(phenyl)methyl)-3,5-dioxo-3,5,8,9,9a,10-hexahydro-7H-pyrrolo[1',2':4,5]pyrazino[1,2-b]pyridazin-4-yl propionate C(CC)(=O)OC1=C2N(N=CC1=O)[C@H]([C@@H]1N(C2=O)CCC1)[C@H](C1=CC=CC=C1)C1=C(C(=CC=C1)F)F